4-((R)-2-azidobut-2-yl)-6-chloro-1-(((R)-4-methyl-4-(methylsulfonyl)pentan-2-yl)oxy)-2,7-naphthyridine N(=[N+]=[N-])[C@](C)(CC)C1=CN=C(C2=CN=C(C=C12)Cl)O[C@H](C)CC(C)(S(=O)(=O)C)C